NC1=C(C2=C(N=C(O2)C2CCOCC2)C=C1C(=O)N)C1=C(C(=CC=C1C)O)C 6-amino-7-(3-hydroxy-2,6-dimethylphenyl)-2-(tetrahydro-2H-pyran-4-yl)benzo[d]oxazole-5-carboxamide